CC(CC(=O)OC1=C(C(OC12CCCC2)=O)C2=C(C=C(C=C2C)C)C)(C)C [2-oxo-3-(2,4,6-trimethylphenyl)-1-oxaspiro[4.4]non-3-en-4-yl] 3,3-dimethylbutanoate